NCCC(=O)NC=1N=CC2=C(C=C(C=C2C1)C=1C=NC=CC1C)N 3-amino-N-(8-amino-6-(4-methylpyridin-3-yl)isoquinolin-3-yl)propanamide